[Na+].N1=CC(=CC=C1)S(=O)[O-] 3-pyridinesulfinate sodium